FC(COC=1C=C2CCCC(C2=CC1)=O)(F)F 6-(2,2,2-trifluoroethoxy)-3,4-Dihydronaphthalene-1(2H)-one